C1(CC1)[C@H](C=1C=CC2=C(NC(=N2)[C@H](CC(C(F)(F)F)(C)C)NC(=O)C2=NON=C2C)C1)NC(C[C@H]1C(C1)(F)F)=O |o1:34| N-((S)-1-(6-((R)-Cyclopropyl(2-((R*)-2,2-difluorocyclopropyl)acetamido)methyl)-1H-benzo[d]imidazol-2-yl)-4,4,4-trifluoro-3,3-dimethylbutyl)-4-methyl-1,2,5-oxadiazole-3-carboxamide